ClC1=CC=C(C=C1)[C@@]1(N(C(C2=CC(=CC=C12)C(C)(C)O)=O)CC1=CC=C(C=C1)Cl)OCC1COCC1 (3R)-3-(4-chlorophenyl)-2-[(4-chlorophenyl)methyl]-6-(2-hydroxypropan-2-yl)-3-[(oxolane-3-yl)methoxy]-2,3-dihydro-1H-isoindol-1-one